C(C)(C)(C)OC(=O)NC1=CC=C(C=N1)C[C@@H](C(=O)O)NC (S)-3-(6-((tert-butoxycarbonyl)amino)pyridin-3-yl)-2-(methylamino)propanoic acid